S1C=C(C=C1)CC1=CC=2NC=3C=C(C=CC3C2C=N1)C(=O)[O-] 3-(thien-3-ylmethyl)-5H-pyrido[4,3-b]indole-7-carboxylate